tert-butyl 3-(2-benzyloxyethyl)-3,8-diazabicyclo[3.2.1]octane-8-carboxylate C(C1=CC=CC=C1)OCCN1CC2CCC(C1)N2C(=O)OC(C)(C)C